ClC=1C(=C2C=CN=CC2=C(C1)CCC1=C[C@H]([C@H]2[C@@H]1OC(O2)(C)C)N2C=CC1=C2N=CN=C1Cl)F 6-chloro-8-(2-((3aS,4R,6aR)-4-(4-chloro-7H-pyrrolo[2,3-d]pyrimidin-7-yl)-2,2-dimethyl-3a,6a-dihydro-4H-cyclopenta[d][1,3]dioxol-6-yl)ethyl)-5-fluoroisoquinoline